FC([C@H]1N(CC1)C(=O)C=1N=C2N(N1)[C@@H](C[C@@H]2F)C2=CC=CC=C2)F |r| [rac-(2S)-2-(difluoromethyl)azetidin-1-yl]-[rac-(5S,7S)-7-fluoro-5-phenyl-6,7-dihydro-5H-pyrrolo[1,2-b][1,2,4]triazol-2-yl]methanone